[CH-]1C(=CC=C1)C(=O)N.[CH-]1C=CC=C1.[Fe+2] 2-ferrocenecarboxamide